C(CCC)C(C(C)(C)OC(C(C(C)(C)C)CCCC)(C)C)C(C)(C)C n-butyl-1,1,3,3-tetramethyl-butyl ether